N-(2-Cyclopropylethyl)-2,2-dimethyl-4-(3-methyl-2-oxo-1,3-benzoxazol-6-yl)piperazine-1-carboxamide C1(CC1)CCNC(=O)N1C(CN(CC1)C1=CC2=C(N(C(O2)=O)C)C=C1)(C)C